[Li].FC1=CC=C(C=C1)NC(=O)C1(COC1)C1=CC=C(C=C1)C=1C=NC(=CC1CO)C(F)(F)F N-(4-fluorophenyl)-3-(4-(4-(hydroxymethyl)-6-(trifluoromethyl)pyridin-3-yl)phenyl)oxetan-3-carboxamide lithium